2-methyl-2,3-dihydrobenzo[b][1,4]dioxine-2-carboxylic acid CC1(COC2=C(O1)C=CC=C2)C(=O)O